1-(3-(phenylmethylsulfonyl)benzoyl)-N-(4-(trifluoromethyl)benzyl)-D-prolinamide C1(=CC=CC=C1)CS(=O)(=O)C=1C=C(C(=O)N2[C@H](CCC2)C(=O)NCC2=CC=C(C=C2)C(F)(F)F)C=CC1